4-((7-methoxy-1H-imidazo[4,5-c][1,8]naphthyridin-1-yl)methyl)phenylsulfamide COC=1C=CC=2C3=C(C=NC2N1)N=CN3CC3=CC=C(C=C3)NS(=O)(=O)N